5,5-difluoro-1-methyl-N-(1-methylpyrazol-4-yl)piperidin-3-amine FC1(CC(CN(C1)C)NC=1C=NN(C1)C)F